O=C1N[C@H]2[C@@H](N1)CS[C@H]2CCCCC(=O)NCCNC(=O)C=2C=C1C=CC=C(C1=CC2)OC2=CC=C(C=N2)C(=O)O 6-[[6-[2-[5-[(3aS,4S,6aR)-2-oxo-1,3,3a,4,6,6a-hexahydrothieno[3,4-d]imidazol-4-yl]pentanoylamino]ethylcarbamoyl]-1-naphthyl]oxy]pyridine-3-carboxylic acid